C(C)C1N(CCNC1)C(=O)NC=1C=C2CCC(NC2=C(C1)C)=O 2-ethyl-N-(8-methyl-2-oxo-3,4-dihydro-1H-quinolin-6-yl)piperazine-1-carboxamide